tert-butyl 3-(4-bromophenyl)-2,5-dihydro-1H-pyrrole-1-carboxylate BrC1=CC=C(C=C1)C=1CN(CC1)C(=O)OC(C)(C)C